C(#N)C1=CC=C(C=C1)CN(C(C(C)OC)=O)OC N-[(4-cyanophenyl)methyl]-N,2-dimethoxy-propionamide